CC=1C(=NC(=NC1)NC1=CC=C(C=C1)OCCN1CCCC1)NC1=CC(=CC=C1)S(=O)(=O)N1CCOCC1 5-methyl-N4-(3-(morpholinosulfonyl)phenyl)-N2-(4-(2-(pyrrolidine-1-yl)ethoxy)phenyl)pyrimidine-2,4-diamine